CC1=CC2=C(C=C1C)N(C3=NC(=O)NC(=O)C3=N2)C=O The molecule is a flavin carrying a formyl group at C-10. It is a flavin and an amide. It derives from a 7,8-dimethylisoalloxazine.